6-amino-5-(3-methoxy-2,6-dimethyl-phenyl)-2,3-dimethyl-pyrrolo[2,3-b]pyrrole NN1C=2C(=CC1C1=C(C(=CC=C1C)OC)C)C(=C(N2)C)C